1-(2-methoxyethyl)-1H-pyrazol-4-ol COCCN1N=CC(=C1)O